(2R,4R)-2-(3-((tert-butyl-dimethyl-silyl)oxy)propyl)-4-fluoropyrrolidine C(C)(C)(C)[Si](OCCC[C@H]1NC[C@@H](C1)F)(C)C